C(C)(=O)N1CC(=CCC1)C=1NC2=C(C=C(C=C2C1)C(=O)N(C)C)C1=C(C=C(C=C1)N1CCNCC1)OC 2-(1-Acetyl-1,2,5,6-tetrahydropyridin-3-yl)-7-(2-methoxy-4-(piperazin-1-yl)phenyl)-N,N-dimethyl-1H-indole-5-carboxamide